S1C=C(C2=C1C=CC=C2)N[C@@H](C)C(=O)O (3-benzothienyl)-L-alanine